CC1=C(C(=CC(=C1)C)C)C(=O)N[O-].C(CCC)[N+](CCCC)(CCCC)CCCC tetrabutylammonium 2,4,6-trimethylbenzenehydroxamate